CS(=O)(=O)CCN1CCC(CC1)NC=1C=2C=C(N(C2C=CC1)CC(F)(F)F)C#CCNC1=CC=C(C=C1)S(=O)(=O)C(F)(F)F N-[1-(2-methane-sulfonylethyl)-piperidin-4-yl]-1-(2,2,2-trifluoroethyl)2-{3-[(4-trifluoromethane-sulfonylphenyl)amino]prop-1-yn-1-yl}1H-indol-4-amine